FC([C@]12CCN(C[C@@H]2C1)C1=C(C(=O)NC2=NC(=NC(=C2)C)OC[C@H](C(F)(F)F)O)C=CC(=C1)NS(=O)(=O)CCO)F 2-((1R,6S)-6-(difluoromethyl)-3-azabicyclo[4.1.0]heptan-3-yl)-4-((2-hydroxyethyl)sulfonamido)-N-(6-methyl-2-((R)-3,3,3-trifluoro-2-hydroxypropoxy)pyrimidin-4-yl)benzamide